5-cyclobutylnicotinic acid C1(CCC1)C=1C=NC=C(C(=O)O)C1